COC=1C=CC(=C(C1)N1C=CC=C1)[N+](=O)[O-] 1-(5-methoxy-2-nitrophenyl)-1H-pyrrole